FC1=C(C(=CC=C1)OC)C1=C(C(=CN1)C(=O)OCC)C1=CC=CC=C1 ethyl 5-(2-fluoro-6-methoxyphenyl)-4-phenyl-1H-pyrrole-3-carboxylate